ortho-pyridyl-porphyrin N1=C(C=CC=C1)C1=C2NC(=C1)C=C1C=CC(=N1)C=C1C=CC(N1)=CC=1C=CC(N1)=C2